C(CCCCC)C=1C=C2C(=CC(=NC2=CC1)C1C(C1)C(=O)O)C1=CC=CC=C1 2-(6-hexyl-4-phenylquinolin-2-yl)cyclopropane-1-carboxylic acid